C(C)(=O)NC=1C=C(C(=O)NCCSC2=NC=C(C=C2Cl)C(F)(F)F)C=CN1 2-acetamido-N-(2-((3-chloro-5-(trifluoromethyl)pyridin-2-yl)thio)ethyl)isonicotinamide